OC1=C(C=CC=2SC=CC21)C2=NN=C(C(N2C(C)C)=O)N[C@H]2CN(CCC2)C (R)-3-(4-hydroxybenzo[b]thiophene-5-yl)-4-isopropyl-6-((1-methylpiperidin-3-yl)amino)-1,2,4-triazine-5(4H)-one